5-Bromo-7-chloro-3-methyl-1,3-benzoxazol BrC=1C=C(C2=C(N(CO2)C)C1)Cl